N1CC(CC1)N1N=NC(=C1)C1=CC=C(C=C1)C1=NC2=C(N1)C=CC=C2C(=O)N 2-(4-(1-(pyrrolidin-3-yl)-1H-1,2,3-triazol-4-yl)phenyl)-1H-benzo[d]imidazole-4-carboxamide